OC(C)C1=CC=CC(=N1)C1=NN(C2=CC=C(C=C12)O[C@@H](CCNC(OCC1=CC=CC=C1)=O)C)C1OCCCC1 benzyl [(3R)-3-({3-[6-(1-hydroxyethyl)pyridin-2-yl]-1-(oxan-2-yl)-1H-indazol-5-yl}oxy) butyl]carbamate